8-methoxy-2-(4-phenylpiperidin-1-yl)benzo[4,5]imidazo[1,2-a]pyrimidine COC=1C=CC2=C(N=C3N2C=CC(=N3)N3CCC(CC3)C3=CC=CC=C3)C1